3-isopropyl-6-((1-phenylethyl)amino)pyrimidine C(C)(C)N1CN=C(C=C1)NC(C)C1=CC=CC=C1